C(C)C1(CC(C1)(F)F)C(=O)O.C1(CC1)C1=CC=C(OC=2N=CC(=NC2)CN2C(C(=C(CC2)O)C(=O)NCC(=O)O)=O)C=C1 N-[(1-{[5-(4-cyclopropylphenoxy)-2-pyrazinyl]methyl}-4-hydroxy-2-oxo-1,2,5,6-tetrahydro-3-pyridinyl)carbonyl]glycine ethyl-3,3-difluorocyclobutane-1-carboxylate